FC=1C=C(C=C(C1OC1=CC2=C(N(N=N2)C)C=C1)C)NC=1C2=C(N=CN1)C=NC(=N2)S(=O)C N-(3-fluoro-5-methyl-4-((1-methyl-1H-benzo[d][1,2,3]triazol-5-yl)oxy)phenyl)-6-(methylsulfinyl)pyrimido[5,4-d]pyrimidin-4-amine